COC1=CC=C(C(=O)N2CC(CC2)(C(=O)OC)S(N)(=O)=O)C=C1 methyl 1-(4-methoxybenzoyl)-3-sulfamoylpyrrolidine-3-carboxylate